FC(OC1=CC=C(C=C1)NC(C=CC1=CC(=C(C=C1)OC1=NC=NC(=C1)C(F)(F)F)OC)=O)(F)F N-(4-trifluoromethoxyphenyl)-3-(3-methoxy-4-((6-(trifluoromethyl)pyrimidin-4-yl)oxy)phenyl)acrylamide